3-hydroxy-5-[2-(piperidine-1-carbonyl)pyrazolo[1,5-a]pyridin-6-yl]pyridine-2-carbonitrile OC=1C(=NC=C(C1)C=1C=CC=2N(C1)N=C(C2)C(=O)N2CCCCC2)C#N